N-acryl-tetrahydrothiazole C(=O)(C=C)N1CSCC1